C12CC3CC(CC(C1)C3)C2 (1r,3r,5r,7r)-adamantan